ClC1=CC=C(OCC(=O)NCC2CCN(CC2)C(COC2=CC=C(C=C2)Cl)=O)C=C1 2-(4-Chlorophenoxy)-N-((1-(2-(4-chlorophenoxy)acetyl)piperidin-4-yl)methyl)acetamid